ClC1=C(C=CC=C1)C1=CC(=C(C=C1)N1C[C@@H](CC1)OC1=NC=C(C=C1)C(F)(F)F)OC (R)-2-(1-(2'-chloro-3-methoxybiphenyl-4-yl)pyrrolidin-3-yloxy)-5-(trifluoromethyl)pyridine